4-((3-(4-(azetidin-1-yl)but-2-enamido)piperidin-1-yl)methyl)-N-(4-(4-morpholino-7H-pyrrolo[2,3-d]pyrimidin-6-yl)phenyl)picolinamide N1(CCC1)CC=CC(=O)NC1CN(CCC1)CC1=CC(=NC=C1)C(=O)NC1=CC=C(C=C1)C1=CC2=C(N=CN=C2N2CCOCC2)N1